O=S1(CCN(CC1)C1=C2C=CNC(C2=CN=C1)=O)=O 5-(1,1-dioxo-1,4-thiazinan-4-yl)-2,7-naphthyridin-1-one